[N-](S(=O)(=O)C(F)(F)F)S(=O)(=O)C(F)(F)F.[N-](S(=O)(=O)C(F)(F)F)S(=O)(=O)C(F)(F)F.[Zn+2].CC(C=O)=CC=CC=C(C=O)C 2,7-dimethylocta-2,4,6-trienedialdehyde zinc dibis(trifluoromethylsulfonyl)imide